2-methyl-N-((R)-1-(naphthalen-1-yl)ethyl)-5-((((R)-pyrrolidin-2-yl)methyl)amino)benzamide CC1=C(C(=O)N[C@H](C)C2=CC=CC3=CC=CC=C23)C=C(C=C1)NC[C@@H]1NCCC1